[Mo].[Te].[Se] Selenium tellurium molybdenum